1-(1-((cyclohexanecarbonyl)oxy)ethyl)-5-(4-(hexyloxy)-1,2,5-thiadiazol-3-yl)-1-methyl-1,2,3,6-tetrahydropyridin-1-ium iodide 1-Chloroethyl-cyclohexanecarboxylate ClC(C)OC(=O)C1CCCCC1.[I-].C1(CCCCC1)C(=O)OC(C)[N+]1(CCC=C(C1)C1=NSN=C1OCCCCCC)C